CC=1C=C(C=CC1)S(=O)(=O)NCCN1CCNCC1 3-methyl-N-(2-piperazin-1-ylethyl)benzenesulfonamide